C(C)C1=CC2=C(C3=CC=CC=C3C(=C2C=C1)OCCO)OCCO 2-ethyl-9,10-bis(2-hydroxyethoxy)anthracene